FC1(CN(C[C@@H]1NC1=CC(=C(C=C1)C)C(N[C@H](C)C1=CC=C(C2=CC=CC=C12)Br)=O)C(=O)OC(C)(C)C)F tert-butyl (4S)-3,3-difluoro-4-[4-methyl-3-[[(1R)-1-(4-bromo-1-naphthyl)ethyl]carbamoyl]anilino]pyrrolidine-1-carboxylate